2-(pyridin-4-yl)benzoselenazole N1=CC=C(C=C1)C=1[Se]C2=C(N1)C=CC=C2